C1N(CCC2=CC=CC=C12)C[C@H](CN1C(C2=CC=C(C=C2CC1)NC1CCOCC1)=O)O 2-[(2R)-3-(3,4-Dihydro-1H-isochinolin-2-yl)-2-hydroxy-propyl]-6-(tetrahydropyran-4-ylamino)-3,4-dihydroisochinolin-1-on